ClC=1C(=CC(=C(C1)C1=C(C=C2C(NC(N3C2=C1SC[C@H](C3)OC)=O)=O)C(F)(F)F)F)F (S)-11-(5-chloro-2,4-difluorophenyl)-3-methoxy-10-(trifluoromethyl)-3,4-dihydro-2H,6H-[1,4]thiazepino[2,3,4-ij]quinazoline-6,8(7H)-dione